2-(4-cyclopropyl-6-methoxypyrimidin-5-yl)-6-(trimethyl-stannyl)pyrido[2,3-d]pyrimidin-7-one C1(CC1)C1=NC=NC(=C1C=1N=CC=2C(N1)=NC(C(C2)[Sn](C)(C)C)=O)OC